(E)-ethyl 3-(4-((E)-2-(2-chloro-4-fluorophenyl)-1-(7-methoxybenzofuran-3-yl)but-1-en-1-yl)phenyl)acrylate ClC1=C(C=CC(=C1)F)/C(=C(/C1=COC2=C1C=CC=C2OC)\C2=CC=C(C=C2)/C=C/C(=O)OCC)/CC